C(N)(=N)C=1C=C(SC1)CNC(=O)[C@H]1N([C@H]2C[C@]2(C1)C)C(CNC(=O)C=1OC2=C(C1)C=C(C=C2)OC2=CC=CC=C2)=O (1S,3S,5S)-N-[(4-carbamimidoylthiophen-2-yl)methyl]-5-methyl-2-{2-[(5-phenoxy-1-benzofuran-2-yl)formamido]acetyl}-2-azabicyclo[3.1.0]hexane-3-carboxamide